CN([C@H](CNC(C[C@@H](C1(CC1)C(F)(F)F)C=1C=NC(=CC1)C)=O)CC=1C=C2C=NNC2=CC1)C (R)-N-((S)-2-(dimethylamino)-3-(1H-indazol-5-yl)propyl)-3-(6-methylpyridin-3-yl)-3-(1-(trifluoromethyl)cyclopropyl)propanamide